3-(2-(3-chloropyridin-4-yl)ethyl)quinazolin-4(3H)-one ClC=1C=NC=CC1CCN1C=NC2=CC=CC=C2C1=O